C1(=CC=CC=C1)N(C=1C=CC2=C(SC=C2)C1)C1=CC=CC=C1 N,N-diphenylbenzo[b]thiophen-6-amine